C(C)(C)(C)OC(=O)N1CC2=CC(=CC=C2CC1)OCC1=CC=C(C=C1)S(=O)(=O)C 7-((4-(Methylsulfonyl)benzyl)oxy)-3,4-dihydroisoquinoline-2(1H)-carboxylic acid tert-butyl ester